FC(C(=O)N1CC(C1)N1N=C(C2=CC=CC=C12)C=1C=NC(=CC1)C(F)(F)F)=C 2-fluoro-1-(3-(3-(6-(trifluoro-methyl)pyridin-3-yl)-1H-indazol-1-yl)azetidin-1-yl)prop-2-en-1-one